4-(3-((1R,5S,6r)-3-azabicyclo[3.1.0]hexan-6-yl)-1-cyclopropyl-7-fluoro-4-(prop-1-en-2-yl)-1H-pyrazolo[4,3-c]pyridin-6-yl)-5-ethynyl-6-fluoronaphthalen-2-ol [C@H]12CNC[C@@H]2C1C1=NN(C2=C1C(=NC(=C2F)C2=CC(=CC1=CC=C(C(=C21)C#C)F)O)C(=C)C)C2CC2